methyl (R)-4-(2-(difluoromethoxy) phenyl)-2-(fluoromethyl)-5-oxo-1,4,5,7-tetrahydrofurano[3,4-b]pyridine-3-carboxylate FC(OC1=C(C=CC=C1)[C@@H]1C2=C(NC(=C1C(=O)OC)CF)COC2=O)F